C1(=CC=CC=2OC3=C(C21)C=CC=C3)C3=CC=C(C2=CC=CC=C32)B(O)O (4-(dibenzo[b,d]furan-1-yl)naphthalen-1-yl)boronic acid